N-phenyl-N'-(2,6-dimethylphenyl)p-phenylenediamine C1(=CC=CC=C1)NC1=CC=C(C=C1)NC1=C(C=CC=C1C)C